FC1=C2C(CCN(C2=CC(=C1)C(=O)NN)[C@@H](C)[C@@H]1[C@@H](CN(CC1)C(=O)OC(C)(C)C)C)=O tert-butyl (3S,4S)-4-{(1S)-1-[5-fluoro-7-(hydrazinecarbonyl)-4-oxo-3,4-dihydroquinolin-1(2H)-yl]ethyl}-3-methylpiperidine-1-carboxylate